4-bromomethyl-2,1,3-benzothiadiazole BrCC1=CC=CC2=NSN=C21